NC=1C=NC2=C(C(=NC=C2C1N1[C@@H]2CCN([C@@H]2C1)C(=O)OC(C)(C)C)Br)F (1R,5R)-tert-butyl 6-(3-amino-7-bromo-8-fluoro-1,6-naphthyridin-4-yl)-2,6-diazabicyclo[3.2.0]heptane-2-carboxylate